amino-3-(2,2-difluoroethoxy)-5-(5-fluoropyridin-2-yl)benzoic acid NC1=C(C(=O)O)C=C(C=C1OCC(F)F)C1=NC=C(C=C1)F